5-(2-chlorophenoxy)-3-(methylamino)-4H-benzo[e][1,2,4]thiadiazine 1,1-dioxide ClC1=C(OC2=CC=CC3=C2NC(=NS3(=O)=O)NC)C=CC=C1